1-methyl-4-(5-(trifluoromethyl)-1,3,4-oxadiazol-2-yl)pyridin-2(1H)-one CN1C(C=C(C=C1)C=1OC(=NN1)C(F)(F)F)=O